CC(C)(C)[S@@](=O)N=CC1=CC=NC=C1 (R)-2-methyl-N-(pyridin-4-ylmethylene)propane-2-sulfinamide